C(C=C)(=O)N1CC(C1)(F)CN1C2=C(N(C=C1)C=1C(=NC=CC1C)C(C)C)N=C(C(=C2)Cl)C2=C(C=C(C=C2)C)F 1-((1-acryloyl-3-fluoroazetidin-3-yl)methyl)-7-chloro-6-(2-fluoro-4-methylphenyl)-4-(2-isopropyl-4-methylpyridin-3-yl)-1,4-dihydropyrido[2,3-b]pyrazine